ClC(Cl)(Cl)C1NCCC=2C3=CC=CC=C3NC12 trichloromethyl-1,2,3,4-tetrahydro-β-carboline